CC1=CC2=C(N(C=N2)C2=CC=C(N)C=C2)C=C1C 4-(5,6-dimethyl-benzimidazol-1-yl)-aniline